8-fluoro-7-isopropoxy-2-(1-methyl-2-oxabicyclo[2.1.1]hex-4-yl)-N-(6-(trifluoromethyl)pyridin-2-yl)imidazo[1,2-a]pyridine-6-carboxamide trifluoroacetate salt FC(C(=O)O)(F)F.FC=1C=2N(C=C(C1OC(C)C)C(=O)NC1=NC(=CC=C1)C(F)(F)F)C=C(N2)C21COC(C2)(C1)C